Cl.BrC1=CC=C2[C@@H](COC(C2=C1)(C)C)NC (S)-7-bromo-N,1,1-trimethylisochroman-4-amine hydrochloride